(R)-2-bromo-7-isopropyl-6,7-dihydro-5H-pyrazolo[1,5-a]pyrazin-4-one BrC1=NN2C(C(NC[C@H]2C(C)C)=O)=C1